7-morpholino-5-[(2E)-2-(m-tolylmethylene)hydrazino]-N-tetrahydrofuran-3-yl-oxazolo[4,5-d]pyrimidine-2-carboxamide O1CCN(CC1)C=1C2=C(N=C(N1)N/N=C/C=1C=C(C=CC1)C)N=C(O2)C(=O)NC2COCC2